1-(tert-butoxycarbonyl)-1H-indol-2-ylboron C(C)(C)(C)OC(=O)N1C(=CC2=CC=CC=C12)[B]